bis(3,5-di-tert-butyl 4-hydroxybenzyl) sulfide C(C)(C)(C)C=1C=C(CSCC2=CC(=C(C(=C2)C(C)(C)C)O)C(C)(C)C)C=C(C1O)C(C)(C)C